ClC1=C(C#N)C=CC(=C1)N1CC2(C[C@H]1C)CCN(CC2)C=2C=NC(=CC2)C(=O)N2CCC(CC2)CN2CCN(CC2)C2=CC(=CC=C2)NC2C(NC(CC2)=O)=O 2-Chloro-4-((3R)-8-(6-(4-((4-(3-((2,6-dioxo-piperidin-3-yl)amino)-phenyl)piperazin-1-yl)-methyl)piperidine-1-carbonyl)pyridin-3-yl)-3-methyl-2,8-diazaspiro[4.5]decan-2-yl)benzonitrile